C(CCCCCCCCCC)C1=CC=NC2=C3N=CC=C(C3=CC=C12)CCCCCCCCCCC 4,7-di-undecyl-1,10-phenanthroline